2-(2-(5-((1R,4S)-7-amino-2-azabicyclo[2.2.1]heptane-2-carbonyl)-7-methoxy-1-methyl-1H-benzo[d]imidazol-2-yl)-1-(cyclopropylmethyl)-1H-indol-7-yl)benzonitrile NC1[C@@H]2N(C[C@@H]1CC2)C(=O)C2=CC1=C(N(C(=N1)C=1N(C3=C(C=CC=C3C1)C1=C(C#N)C=CC=C1)CC1CC1)C)C(=C2)OC